C(C)(C)(C)OC(=O)N1CC(C(C(C1)=O)=CN(C)C)=O 4-[(dimethylamino)methylene]-3,5-Dioxopiperidine-1-carboxylic acid tert-butyl ester